C(N)(=O)C1=C(C(=C2N(C(CN(S2(=O)=O)C(C)C)C(=O)OC)C1=O)C1=CC(=CC=C1)C(F)(F)F)CC1=CC=CC2=CC=CC=C12 methyl 7-carbamoyl-2-isopropyl-8-(naphthalen-1-ylmethyl)-6-oxo-9-(3-(trifluoromethyl)phenyl)-3,4-dihydro-2H,6H-pyrido[1,2-e][1,2,5]thiadiazine-4-carboxylate 1,1-dioxide